C(C)N1C(=O)N(C(=O)C(=C1N)N)CC 1,3-diethyl-5,6-diaminouracil